C(C)C=1C=C(C=C(C1)CC)[C@@H](C)C1=C(N)C(=CC(=C1)C)[C@H](C)C1=CC(=CC(=C1)CC)CC 2,6-bis((R)-1-(3,5-diethylphenyl)ethyl)-4-methylaniline